7-(2-(8-methoxy-3,4-dihydrobenzofuro[2,3-c]pyridin-2(1H)-yl)butyl)quinoline COC1=CC=CC2=C1OC=1CN(CCC12)C(CC1=CC=C2C=CC=NC2=C1)CC